C1=CC=C(C=C1)C2=C3C4=CC=CC=C4OC3=CC=C2 phenyldibenzofuran